BrC1=CC(=C(OC2(COC2)C#N)C=C1)[N+](=O)[O-] 3-(4-bromo-2-nitrophenoxy)oxetane-3-carbonitrile